CN1CCC(CC1)OC1=CN=CC(=N1)NC1=NNC(=C1)OC1CCOCC1 6-((1-methylpiperidin-4-yl)oxy)-N-(5-((tetrahydro-2H-pyran-4-yl)oxy)-1H-pyrazol-3-yl)pyrazin-2-amine